[O-]S(=O)(=O)C(F)(F)F.CN1C=C(C2=CC=CC=C12)C(C=1C=C(C=CC1)C)[P+](C1=CC=CC=C1)(C1=CC=CC=C1)C1=CC=CC=C1 ((1-methyl-1H-indol-3-yl)(m-tolyl)methyl)triphenylphosphonium triflate